1-(2-ethyl-4-(1-(((3-methyl-4-(pyrimidin-5-yl)benzyl)oxy)imino)ethyl)benzyl)pyrrolidine-3-carboxylic acid C(C)C1=C(CN2CC(CC2)C(=O)O)C=CC(=C1)C(C)=NOCC1=CC(=C(C=C1)C=1C=NC=NC1)C